2-methyl-N-(2,2,2-trifluoro-1-(4-fluoro-3-methylphenyl)ethylidene)propane-2-sulfinamide CC(C)(C)S(=O)N=C(C(F)(F)F)C1=CC(=C(C=C1)F)C